1-(3-{[(3R)-4-methylmorpholin-3-yl]methoxy}pyridin-4-yl)methylamine CN1[C@H](COCC1)COC=1C=NC=CC1CN